(R)-4-(3-methoxybenzyl)-1,3-dimethyl-8-(pyridin-4-yl)-3,4-dihydro-1H-benzo[e][1,4]diazepine COC=1C=C(CN2[C@@H](CN(C3=C(C2)C=CC(=C3)C3=CC=NC=C3)C)C)C=CC1